CC1=NC=CC(=C1)CNC1CN(CCC1)C1=NC=CN=C1 N-[(2-methylpyridin-4-yl)methyl]-1-(pyrazin-2-yl)piperidin-3-amine